NC1=C2C(=NC=N1)N(N=C2C#CC=2C=NC=C(C2)OC)[C@@H]2CN(CC2)C(C=C)=O (S)-1-(3-(4-amino-3-((5-methoxypyridin-3-yl)ethynyl)-1H-pyrazolo[3,4-d]pyrimidin-1-yl)pyrrolidin-1-yl)prop-2-en-1-one